FC(C=1C=CC(=NC1)CNCC)(F)F N-((5-(trifluoromethyl)pyridin-2-yl)methyl)ethanamine